FC1=CC=C(C(=C1C=O)OC)C(C)OC 6-Fluoro-2-methoxy-3-(1-methoxyethyl)benzaldehyde